2,6-dimethyldibenzothiophene CC1=CC2=C(SC3=C2C=CC=C3C)C=C1